4-amino-2,3-pyridinedicarboxylic acid NC1=C(C(=NC=C1)C(=O)O)C(=O)O